COC=1C=C(C(=O)NN2CCC3(OCCO3)CC2)C=CC1 3-methoxy-N-(1,4-dioxa-8-azaspiro[4.5]Decan-8-yl)benzamide